CN1C(NC=C1)(C1CCCC(N1)C(=O)O)C 1,2-dimethylimidazole-pipecolic acid